2,6-dihydroxy-5'-methyl-N-(2-oxopropyl)-4-pentyl-2'-(prop-1-en-2-yl)-[1,1'-biphenyl]-3-sulfonamide OC1=C(C(=CC(=C1S(=O)(=O)NCC(C)=O)CCCCC)O)C1=C(C=CC(=C1)C)C(=C)C